ClC1=C(C(=O)N2COC3=C(C2)C=CC=C3C3=CC(=C(C(=O)OC)C=C3F)N3C2COCC3CC2)C(=CC(=C1)F)Cl methyl 4-[3-(2,6-dichloro-4-fluorobenzoyl)-2,4-dihydro-1,3-benzoxazin-8-yl]-5-fluoro-2-(3-oxa-8-Azabicyclo[3.2.1]octan-8-yl)benzoate